C(C)(C)(C)OOC(C)(CC)OOC(C)(C)C 2,2-bis(t-butyl-peroxy)-butane